FC1=CC(=C(C=C1)C=1C=CC=C2C=NC(=NC12)NC=1C=C(C=CC1)NC(=O)C1=CC=C(C(=O)OCC)C=C1)OC(C)C ethyl 4-((3-((8-(4-fluoro-2-isopropoxyphenyl)quinazolin-2-yl)amino)phenyl)carbamoyl)benzoate